C1(CCC1)CNCC=1NC2=CC(=CC=C2C1)CN1C(C2=CN=CC(=C2C=C1)N1CCCC1)=O 2-[[2-[(cyclobutylmethylamino)methyl]-1H-indol-6-yl]methyl]-5-pyrrolidin-1-yl-2,7-naphthyridin-1-one